N1C=NC=C1C#N imidazole-5-carbonitrile